COC1=CC=C(CN(CC(=O)O)C=2C=3N(N=C(C2)N2CCOCC2)C(=CN3)C#CC)C=C1 N-(4-methoxybenzyl)-N-(6-morpholino-3-(prop-1-yn-1-yl)imidazo[1,2-b]pyridazin-8-yl)glycine